OC(CCC1=CC=C(C=C1)C1=NC(=NC(=N1)C1=CC=C(C=C1)CCC(O)O)C1=CC=C(C=C1)CCC(O)O)O 2,4,6-tris(4-dihydroxypropylphenyl)-1,3,5-triazine